1-(1-Butoxyethoxy)-4,4-dimethyl-1-vinyl-cyclohexane C(CCC)OC(C)OC1(CCC(CC1)(C)C)C=C